C(=C)CCCCCCCCCCCC[SiH](C)C vinyldodecyldimethylsilane